(3-chlorophenyl)(3-hydroxycyclobutyl)methanone ClC=1C=C(C=CC1)C(=O)C1CC(C1)O